thiaspiro[4.5]decane S1CCCC12CCCCC2